BrC1=CN=C(C2=CC=NC=C12)NCC1=C(C=CC2=C1CCO2)F 4-bromo-N-((5-fluoro-2,3-dihydrobenzofuran-4-yl)methyl)-2,6-naphthyridin-1-amine